6-bromo-2,8-dimethyl-imidazo[1,2-a]pyridine BrC=1C=C(C=2N(C1)C=C(N2)C)C